N-[2-[2-chloro-4-(trifluoromethyl)phenoxy]phenyl]-3-(difluoromethyl)-1-methyl-pyrazol-4-carboxamide ClC1=C(OC2=C(C=CC=C2)NC(=O)C=2C(=NN(C2)C)C(F)F)C=CC(=C1)C(F)(F)F